COB1OC2=C(C[C@@H]1NC(CC)=O)C=CC=C2C(=O)OCOC(C(CC)CC)=O ((2-ethylbutanoyl)oxy)methyl (R)-2-methoxy-3-propionamido-3,4-dihydro-2H-benzo[e][1,2]oxaborinine-8-carboxylate